6-(2-((T-Butyldimethylsilyl)oxy)ethyl)-1-(2,3-dichloro-6-methoxyphenyl)-6-azaspiro[2.5]octane [Si](C)(C)(C(C)(C)C)OCCN1CCC2(CC2C2=C(C(=CC=C2OC)Cl)Cl)CC1